tert-Butyl-((7R)-2-(2-(1-(cyclopropylmethyl)-1H-pyrrolo[2,3-b]pyridin-2-yl)-4-methoxy-3-methylpyrazolo[1,5-a]pyridine-6-carbonyl)-2-azabicyclo[2.2.1]heptan-7-yl)carbamate C(C)(C)(C)OC(N[C@H]1C2N(CC1CC2)C(=O)C=2C=C(C=1N(C2)N=C(C1C)C1=CC=2C(=NC=CC2)N1CC1CC1)OC)=O